(4R,5S)-4-(Benzylmethyl)-5-(2-chlorophenyl)-2,2-dimethyl-1,3-dioxolane C(C1=CC=CC=C1)C[C@H]1OC(O[C@H]1C1=C(C=CC=C1)Cl)(C)C